4,4-bis(3-(2-hydroxyethyl)-3,4-dihydro-2H-benzo[e][1,3]oxazin-6-yl)pentanoate OCCN1COC2=C(C1)C=C(C=C2)C(CCC(=O)[O-])(C)C=2C=CC1=C(CN(CO1)CCO)C2